C(C=C)NC(=O)C(=O)O [(PROP-2-EN-1-YL)CARBAMOYL]FORMIC ACID